eicosyldi(methyl)ammonium tetrakis(pentafluorophenyl)borate FC1=C(C(=C(C(=C1[B-](C1=C(C(=C(C(=C1F)F)F)F)F)(C1=C(C(=C(C(=C1F)F)F)F)F)C1=C(C(=C(C(=C1F)F)F)F)F)F)F)F)F.C(CCCCCCCCCCCCCCCCCCC)[NH+](C)C